4-(6-chloro-4-{2,5-diazabicyclo[2.2.1]heptan-2-yl}-8-fluoro-2-{[(2S)-1-methylpyrrolidin-2-yl]methoxy}quinazolin-7-yl)naphthalen-2-ol ClC=1C=C2C(=NC(=NC2=C(C1C1=CC(=CC2=CC=CC=C12)O)F)OC[C@H]1N(CCC1)C)N1C2CNC(C1)C2